NC(CC[C@@H](C=1SC(=CN1)[C@H](CO)N)NC(N[C@H](C(=O)O)[C@H](C)O)=O)=O (2S,3S)-2-(3-((S)-4-amino-1-(5-((S)-1-amino-2-hydroxyethyl)thiazol-2-yl)-4-oxobutyl)ureido)-3-hydroxybutyric acid